N-(4-(1-(3-cyanopropionyl)-1,2,3,6-tetrahydropyridin-4-yl)-1H-pyrrolo[2,3-b]pyridin-6-yl)cyclopropylcarboxamide C(#N)CCC(=O)N1CCC(=CC1)C1=C2C(=NC(=C1)NC(=O)C1CC1)NC=C2